[Li+].NC1=NN2C(C=C(C=C2)C=2C(=NC=C(C(=O)[O-])C2)C)=N1 5-(2-amino-[1,2,4]triazolo[1,5-a]pyridin-7-yl)-6-methylnicotinic acid lithium salt